(5-((3-(cyclopropylmethyl)-2,4,5-trioxoimidazolidin-1-yl)methyl)-1,2,4-oxadiazol-3-yl)-N-((3,3-dimethyltetrahydro-2H-pyran-2-yl)methyl)-N-(2-methoxyphenyl)acetamide C1(CC1)CN1C(N(C(C1=O)=O)CC1=NC(=NO1)CC(=O)N(C1=C(C=CC=C1)OC)CC1OCCCC1(C)C)=O